C(C)(=O)O.CC1=C(C(=O)C=2C=C3C=4C=C(C=CC4N(C3=CC2)CC)C(CCC2CCCC2)=NO)C=CC=C1 1-(6-(2-methylbenzoyl)-9-ethylcarbazol-3-yl)-3-cyclopentyl-propane-1-one-oxime acetate